[Ru+2].ClP(C(=CP(C1CCCCC1)(C1CCCCC1)(C1CCCCC1)Cl)C1=CC=CC=C1)(C1CCCCC1)(C1CCCCC1)C1CCCCC1 dichloro(phenylvinylene)bis(tricyclohexylphosphine) ruthenium (II)